lithium bis(2-methyl-2-fluoro-malonate) borate B([O-])(O)O.CC(C(=O)O)(C(=O)O)F.CC(C(=O)O)(C(=O)O)F.[Li+]